(2S)-N-(2-(2,6-dioxopiperidin-3-yl)-1-oxoisoindolin-5-yl)-2-(methoxymethyl)-5-(trifluoromethyl)-2,3-dihydro-1H-pyrrolo[2,3-c]pyridine-1-carboxamide O=C1NC(CCC1N1C(C2=CC=C(C=C2C1)NC(=O)N1[C@@H](CC=2C1=CN=C(C2)C(F)(F)F)COC)=O)=O